O1C(=NC2=C1C=CC=C2)SCC2=CC(OC1=CC=C(C=C21)C(C)(C)C)=O 4-[(1,3-Benzoxazol-2-ylsulfanyl)methyl]-6-tert-butyl-2H-chromen-2-one